C(CCCCCCCCCCCCCC)(=O)OC[C@@H](OC(CCCCCCCCCCCCCCCCCC)=O)COP(=O)([O-])OCC[N+](C)(C)C 1-pentadecanoyl-2-nonadecanoyl-sn-glycero-3-phosphocholine